(3S,4R)-1-(4-((4-((5-((3S,4S)-4-amino-3-methyl-2-oxo-8-azaspiro[4.5]Dec-8-yl)pyrazin-2-yl)thio)-3-chloropyridin-2-yl)amino)pyrimidin-2-yl)-3-fluoropiperidin-4-ol hydrochloride Cl.N[C@H]1[C@@H](C(CC12CCN(CC2)C=2N=CC(=NC2)SC2=C(C(=NC=C2)NC2=NC(=NC=C2)N2C[C@@H]([C@@H](CC2)O)F)Cl)=O)C